FC=1C(=C(C=CC1)C(=O)N1[C@@H]2[C@@H](C[C@H](C1)CC2)OC2=NC=C(C=C2F)C(F)(F)F)C2=NC=CC=N2 (3-fluoro-2-(pyrimidin-2-yl)phenyl)((1S,4R,6R)-6-((3-fluoro-5-(trifluoromethyl)pyridin-2-yl)oxy)-2-azabicyclo[2.2.2]octan-2-yl)methanone